N[C@@H](C)C=1N(C(C2=C(C=CC=C2C1)C)=O)C1C(C1)CO 3-((S)-1-aminoethyl)-2-(2-(hydroxymethyl)cyclopropyl)-8-methylisoquinolin-1(2H)-one